(R)-(1-methyl-2-oxo-2-piperazin-1-yl-ethyl)-azetidin-2-one C[C@H](C(N1CCNCC1)=O)N1C(CC1)=O